((2-(((5S,8S,10aR)-3-benzoyl-8-(methyl(phenyl)carbamoyl)-6-oxodeca-hydropyrrolo[1,2-a][1,5]diazocin-5-yl)carbamoyl)-1H-indol-5-yl)difluoromethyl)phosphonic acid C(C1=CC=CC=C1)(=O)N1CC[C@@H]2N(C([C@H](C1)NC(=O)C=1NC3=CC=C(C=C3C1)C(F)(F)P(O)(O)=O)=O)[C@@H](CC2)C(N(C2=CC=CC=C2)C)=O